C1(CC1)C#CC(C(F)(F)C=1C(=C(C=CC1)[C@@H](C)NC(OC(C)(C)C)=O)F)=O tert-butyl {(1R)-1-[3-(4-cyclopropyl-1,1-difluoro-2-oxobut-3-yn-1-yl)-2-fluorophenyl]ethyl}carbamate